C(CCCCCCCC)C1=C(C=CC=C1)P(C1=C(C=CC=C1)CCCCCCCCC)C1=C(C=CC=C1)CCCCCCCCC tri(nonylphenyl)phosphorus